C(C)(C)N1CN=C(C=C1)N[C@@H](C)C1=CC=2CCCCC2C=C1 (S)-3-Isopropyl-6-((1-(5,6,7,8-tetrahydronaphthalen-2-yl)ethyl)amino)-pyrimidine